4-benzyl-6-methoxy-N-(4-(trifluoromethoxy)phenyl)-3,4-dihydroquinoxaline-1(2H)-carboxamide C(C1=CC=CC=C1)N1CCN(C2=CC=C(C=C12)OC)C(=O)NC1=CC=C(C=C1)OC(F)(F)F